FC=1C=C(CN(S(=O)(=O)C)C2=CC=CC=C2)C=CC1C(=O)NNC(C(F)(F)F)=O N-(3-fluoro-4-(2-(2,2,2-trifluoroacetyl)hydrazine-1-carbonyl)benzyl)-N-phenylmethanesulfonamide